6-Methoxy-2-oxo-1,2-dihydroquinoline COC=1C=C2C=CC(NC2=CC1)=O